2-[3-ethylsulfonyl-6-(methylamino)-2-pyridyl]-3-methyl-5-(2,2,3,3,3-pentafluoropropoxy)pyrimidin-4-one C(C)S(=O)(=O)C=1C(=NC(=CC1)NC)C1=NC=C(C(N1C)=O)OCC(C(F)(F)F)(F)F